2-methyl-octadecyl-magnesium bromide CC(C[Mg]Br)CCCCCCCCCCCCCCCC